OCC(=CCO)CCC=C(CCC=C(CCC(C(C)(C)O)O)C)C 3-hydroxymethyl-1,14,15-trihydroxy-7,11,15-trimethyl-2,6,10-hexadecatrien